(3R)-3-(4,4-diethyl-2-imino-6-oxo-hexahydropyrimidin-1-yl)-N-[(3R,4R)-3-hydroxy-3-methyl-chroman-4-yl]indane-5-carboxamide C(C)C1(NC(N(C(C1)=O)[C@@H]1CCC2=CC=C(C=C12)C(=O)N[C@H]1[C@@](COC2=CC=CC=C12)(C)O)=N)CC